3,5-Diaminobenzonitrile NC=1C=C(C#N)C=C(C1)N